O=C1O[C@]2(CN1CC=1N=NN(C1)C1=CC=C(C=C1)C(F)(F)F)C[C@H](CCC2)CN2C=NC1=C2C=C(C=C1)C#N 1-{[(5s,7s)-2-oxo-3-({1-[4-(trifluoromethyl)phenyl]-1H-1,2,3-triazol-4-yl}methyl)-1-oxa-3-azaspiro[4.5]decan-7-yl]methyl}-1H-benzimidazole-6-carbonitrile